1-(2-(N-(2-amino-2-oxoethyl)-2-(quinolin-8-yloxy)acetamido)ethyl)-3-oxo-1-(2-(2-(quinolin-8-yloxy)acetamido)ethyl)piperazin-1-ium NC(CN(C(COC=1C=CC=C2C=CC=NC12)=O)CC[N+]1(CC(NCC1)=O)CCNC(COC=1C=CC=C2C=CC=NC12)=O)=O